3-bromo-5-isopropoxy-pyrazolo[1,5-a]pyridine BrC=1C=NN2C1C=C(C=C2)OC(C)C